5-(cyclopropylmethyl)-2-(2-methyl-2H-indazol-5-yl)-4-[6-(1-methylcyclopropyl)pyridin-3-yl]-3-oxo-2H,3H,5H-pyrrolo[3,2-c]pyridazine-7-carbonitrile C1(CC1)CN1C=C(C2=NN(C(C(=C21)C=2C=NC(=CC2)C2(CC2)C)=O)C2=CC1=CN(N=C1C=C2)C)C#N